copper (D-penicillamine) N[C@H](C(C)(C)S)C(=O)O.[Cu]